CN1N=NC(=C1CNC(=O)OCCC)C1=CC=C(C(=N1)C(F)(F)F)O[C@@H]1C[C@H](CCC1)C(=O)O (1S,3S)-3-((6-(1-methyl-5-(((propoxy-carbonyl)amino)methyl)-1H-1,2,3-triazol-4-yl)-2-(trifluoromethyl)pyridin-3-yl)oxy)cyclohexane-1-carboxylic acid